1-hydroxy-5-(4-(trifluoromethyl)phenyl)-2-naphthoic acid OC1=C(C=CC2=C(C=CC=C12)C1=CC=C(C=C1)C(F)(F)F)C(=O)O